ClC=1C(=NC=C(C1)F)CNC(=O)[C@@H]1CCN(C2(CC2)C1)C(=O)C1=NNC(=C1)C1=CC(=NC=C1F)C (R)-N-((3-chloro-5-fluoropyridin-2-yl)methyl)-4-(5-(5-fluoro-2-methylpyridin-4-yl)-1H-pyrazole-3-carbonyl)-4-azaspiro[2.5]octane-7-carboxamide